CC1=NC=C(C=N1)C(=O)NN 2-(2-methylpyrimidine-5-carbonyl)hydrazine